OC1(COC1)CCOC1=C2C(=NC(=C1)C1=CN(C3=CN=C(C=C31)NC(C)=O)C)C3(OCC2)COCC3 N-(3-(4'-(2-(3-hydroxyoxetan-3-yl)ethoxy)-4,5,5',6'-tetrahydro-2H-spiro[furan-3,8'-pyrano[3,4-b]pyridin]-2'-yl)-1-methyl-1H-pyrrolo[2,3-c]pyridin-5-yl)acetamide